CC(C)OC(=O)C1=C(NC(=C(C1C1=C(C=CC=C1)Cl)C(=O)O)C)COCCN 6-methyl-2-(2-aminoethoxy)methyl-4-(2-chlorophenyl)-1,4-dihydro-3,5-pyridinedicarboxylic acid methylethyl ester